COC(=O)C=1C=C2C(=NN(C2=CC1)C1OCCCC1)CC1OCC1 3-(oxetan-2-ylmethyl)-1-tetrahydropyran-2-yl-indazole-5-carboxylic acid methyl ester